((4R,5S)-5-(2-chlorothiazol-5-yl)-2,2-dimethyl-1,3-dioxolan-4-yl)methyl-sulfamate ClC=1SC(=CN1)[C@@H]1[C@H](OC(O1)(C)C)CNS([O-])(=O)=O